4-(Diphenylmethoxy)-1-[3-(2H-tetrazol-5-yl)propyl]piperidin C1(=CC=CC=C1)C(OC1CCN(CC1)CCCC=1N=NNN1)C1=CC=CC=C1